BrC1=CN=C(S1)C1CCCC1 5-bromo-2-cyclopentyl-1,3-thiazole